11-[(1-ethylpiperidin-4-yl)amino]-9-methoxy-1H,2H,4H,5H-oxepino[4,5-b]quinoline-8-carbonitrile C(C)N1CCC(CC1)NC1=C2C(=NC=3C=C(C(=CC13)OC)C#N)CCOCC2